C(C)C=1N=C(C2=C(N1)SC(=C2)C)NCCCC2=C(C=CC=C2)F 2-ethyl-N-(3-(2-fluorophenyl)propyl)-6-methylthieno[2,3-d]pyrimidin-4-amine